5-chloro-N-((4,5-dimethylthiazol-2-yl)(o-chlorophenyl)methyl)-3-methyl-1-phenyl-1H-pyrazole-4-carboxamide ClC1=C(C(=NN1C1=CC=CC=C1)C)C(=O)NC(C1=C(C=CC=C1)Cl)C=1SC(=C(N1)C)C